C(C)(C)(C)OC(NC(C1=C(C=C(C=C1)Br)F)=O)=O N-(4-bromo-2-fluorobenzoyl)carbamic acid tert-butyl ester